C(C1CO1)C(C(=O)OCCOCCN(CC)CC)=C 2-[2-(diethylamino)ethoxy]ethanol glycidylacrylate